N1C=CC=2C(=CC=CC12)C#N indole-4-carbonitrile